FC(C1=NC2=CC=CC=C2C(=C1)NC1CCC(CC1)NC(=O)C1CCCCC1)(F)F N-[(1s,4s)-4-{[2-(trifluoromethyl)quinolin-4-yl]amino}cyclohexyl]cyclohexanecarboxamide